C(#N)C1=C(C=C(C=C1)C1=C(C2=C(C(=N1)N1CCC(CC1)NC(OC(C)(C)C)=O)C(NC2)=O)C2=CC(=C(C=C2)OC)F)F Tert-Butyl (1-(6-(4-cyano-3-fluorophenyl)-7-(3-fluoro-4-methoxyphenyl)-3-oxo-2,3-dihydro-1H-pyrrolo[3,4-c]pyrid-4-yl)piperid-4-yl)carbamate